(7-(2,3-dimethylphenoxy)-2-azaspiro[3.5]non-2-yl)((1s,3s)-3-hydroxy-3-methylcyclobutyl)methanone CC1=C(OC2CCC3(CN(C3)C(=O)C3CC(C3)(C)O)CC2)C=CC=C1C